C(#C)C=1SC=C(N1)C(=O)NCCC1=CC(=CC=C1)S(=O)(=O)C 2-Ethynyl-N-(3-(methylsulfonyl)phenethyl)thiazole-4-carboxamide